diethyl[[3,5-bis(1,1-dimethylethyl)-4-hydroxyphenyl]methyl]phosphonate C(C)OP(OCC)(=O)CC1=CC(=C(C(=C1)C(C)(C)C)O)C(C)(C)C